3-(4-chlorophenyl)-4-methylpentan-1-ol ClC1=CC=C(C=C1)C(CCO)C(C)C